C[C@H](C1=CNC2=CC=CC=C21)C(=O)C(=O)O The molecule is the (R)-enantiomer of 3-(indol-3-yl)-2-oxobutyric acid. It has a role as a bacterial metabolite. It is a conjugate acid of a (R)-3-(indol-3-yl)-2-oxobutyrate. It is an enantiomer of a (S)-3-(indol-3-yl)-2-oxobutyric acid.